OC1CC2=CC=C3[C@@H]4CC[C@H](CC)[C@]4(CC[C@@H]3[C@]2(CC1)C)C 3-hydroxy-pregna-5,7-diene